4-(2,6-Difluorobenzyl)-2-(4-(3,6-dihydro-2H-pyran-4-yl)phenyl)-2,4-dihydro-3H-1,2,4-triazol-3-one FC1=C(CN2C(N(N=C2)C2=CC=C(C=C2)C=2CCOCC2)=O)C(=CC=C1)F